2-((5-(4-((2-(2,4-Dihydroxy-5-isopropylbenzoyl)isoindolin-5-yl)methyl)piperazin-1-yl)pentyl)carbamoyl)-5-(6-hydroxy-3-oxo-3H-xanthen-9-yl)benzoic acid OC1=C(C(=O)N2CC3=CC=C(C=C3C2)CN2CCN(CC2)CCCCCNC(=O)C2=C(C(=O)O)C=C(C=C2)C=2C3=CC=C(C=C3OC3=CC(C=CC23)=O)O)C=C(C(=C1)O)C(C)C